(1R,2S,3R,5R)-3-{4-amino-5-phenylpyrrolo[2,3-d]pyrimidin-7-yl}-5-[({3-[(2-phenylethyl)amino]propyl}amino)methyl]cyclopentane-1,2-diol NC=1C2=C(N=CN1)N(C=C2C2=CC=CC=C2)[C@H]2[C@@H]([C@@H]([C@H](C2)CNCCCNCCC2=CC=CC=C2)O)O